NC1=NN(C(=C1)C1=CC(=C(C#N)C=C1)F)C=1C=C2C=NN(C2=CC1)C1=CC=NC=C1 4-(3-amino-1-(1-(pyridin-4-yl)-1H-indazol-5-yl)-1H-pyrazol-5-yl)-2-fluorobenzonitrile